FC(C=1C=CC=2N(N1)C(=CN2)C2=CC(=NC=N2)N2CCS(CC2)=O)F 4-[6-[6-(difluoromethyl)imidazo[1,2-b]pyridazin-3-yl]pyrimidin-4-yl]-1,4-thiazinan 1-oxide